ClC=1C=NC(=NC1)N1CCC(CC1)CCCOC1=CC(=C(C=C1)CC(=O)N1CC2(C(CN2C(CCCCS(=O)(=O)O)=O)(F)F)C1)F 5-(6-(2-(4-(3-(1-(5-chloropyrimidin-2-yl)piperidin-4-yl)propoxy)-2-fluorophenyl)acetyl)-3,3-difluoro-1,6-diazaspiro[3.3]heptan-1-yl)-5-oxopentane-1-sulfonic acid